N(=C=O)CCCCCCCCC1C(C(C1CCCCCCCC)CCCCCCCCN=C=O)CCCCCCCC 2,4-bis(8-isocyanatooctyl)-1,3-dioctylcyclobutane